2-bromo-5-((2,2-difluoroethoxy)methyl)phenol BrC1=C(C=C(C=C1)COCC(F)F)O